C1(=CC=CC=C1)[C@@H](C)NC=1C2=C(N=CN1)NC(=C2)C2=CC=C(C=C2)O 4-[4-[[(1R)-1-Phenylethyl]amino]-7H-pyrrolo[2,3-d]pyrimidin-6-yl]-phenol